N-(4-methylpyridin-2-yl)-2-[(3-methylpyridin-2-yl)formamido]acetamide CC1=CC(=NC=C1)NC(CNC(=O)C1=NC=CC=C1C)=O